O=C(CCOCCOCCOCCOCCNC(OCC1C2=CC=CC=C2C=2C=CC=CC12)=O)NCC#C (9H-fluoren-9-yl)methyl (15-oxo-3,6,9,12-tetraoxa-16-azanonadec-18-yn-1-yl)carbamate